FC=1C=C2CCN(C2=CC1)C=1C2=C(N=CN1)C=CC(=N2)C=2C=CC(N(C2)CC(N2CCNCC2)=O)=O 5-(4-(5-fluoroindolin-1-yl)pyrido[3,2-d]pyrimidin-6-yl)-1-(2-oxo-2-(piperazin-1-yl)ethyl)pyridin-2(1H)-one